1-{5-chloro-2-[(2R)-2,4-dimethylpiperazin-1-yl]pyrimidin-4-yl}-N-(2-{imidazo[1,2-a]pyridin-3-yl}propan-2-yl)azetidine-3-carboxamide ClC=1C(=NC(=NC1)N1[C@@H](CN(CC1)C)C)N1CC(C1)C(=O)NC(C)(C)C1=CN=C2N1C=CC=C2